FC(C(C)(C)OC1=CC=C(N)C=C1)(F)F 4-((1,1,1-trifluoro-2-methylpropan-2-yl)oxy)aniline